C(CCC(=O)O)(=O)O.C(CCC(=O)O)(=O)O.ClC=1C=CC(=C(CN2C[C@@H](CCC2)CN)C1)OCC (S)-(1-(5-chloro-2-ethoxybenzyl)piperidin-3-yl)methanamine disuccinate